6-oxa-2-azaspiro[3.4]octane hemioxalate C(C(=O)O)(=O)O.C1NCC12COCC2.C2NCC21COCC1